CC=1C=CC(=C(C1)/C(/C(=O)O)=C\C1=CC(=C(C(=C1)OC)OC)OC)C(C)C (5-methyl-2-propan-2-yl-phenyl)(E)-3-(3,4,5-trimethoxyphenyl)prop-2-enoic acid